NC1=C(N=C2C(=CC=NC2=C1)OC1=C(C=C(C=C1)NC(=O)C=1C(=NC(=C(C1O)C1=CC=C(C=C1)F)C)C)F)OC N-[4-[(7-Amino-6-methoxy-1,5-naphthyridin-4-yl)oxy]-3-fluorophenyl]-5-(4-fluorophenyl)-4-hydroxy-2,6-dimethylpyridine-3-carboxamide